8-(6-methyl-3-nitropyridin-2-yl)-3-[3-(6-methylpyridin-2-yl)prop-2-yn-1-ylidene]-8-azabicyclo[3.2.1]octane CC1=CC=C(C(=N1)N1C2CC(CC1CC2)=CC#CC2=NC(=CC=C2)C)[N+](=O)[O-]